4-[[2-(6-oxo-7-oxa-2,5-diazaspiro[3.4]octane-2-carbonyl)-2-azaspiro[3.3]heptane-6-yl]methyl]-2-(trifluoromethoxy)benzamide O=C1NC2(CN(C2)C(=O)N2CC3(C2)CC(C3)CC3=CC(=C(C(=O)N)C=C3)OC(F)(F)F)CO1